CC=1N=CC(=NC1)CNCC[C@]1(CCOC2(CCCC2)C1)C1=NC=CC=C1 [(5-methylpyrazin-2-yl)methyl]({2-[(9R)-9-(pyridin-2-yl)-6-oxaspiro[4.5]decan-9-yl]ethyl})amine